CC=1N(C2=NC(=NC(=C2N1)N/N=C/C1=CC(=CC=C1)C)N1CCOCC1)C1=NC=CC=C1 (E)-4-(8-methyl-6-(2-(3-methylbenzylidene)hydrazinyl)-9-(pyridin-2-yl)-9H-purin-2-yl)morpholine